(3S)-N-cyclobutyl-3-({1-cyclopentyl-5-[2-(trifluoromethyl)phenyl]-1H-pyrazol-3-yl}formamido)-5-(2,2-dimethylpiperidin-1-yl)pentanamide C1(CCC1)NC(C[C@H](CCN1C(CCCC1)(C)C)NC(=O)C1=NN(C(=C1)C1=C(C=CC=C1)C(F)(F)F)C1CCCC1)=O